CC1(NCCC(C1)N(C=1SC2=C(N1)C=CC(=C2)C2=CC1=CN(N=C1C=C2)C)C)C N-(2,2-dimethylpiperidin-4-yl)-N-methyl-6-(2-methyl-2H-indazol-5-yl)-1,3-benzothiazol-2-amine